Cl.C[C@H]1N(C[C@@H](NC1)C)C(C)C1=CC=C(C=C1)CO (4-(1-((2R,5S)-2,5-dimethylpiperazin-1-yl)ethyl)phenyl)methanol HCl salt